2-(3-Fluoropropoxy)-N-(4-hydroxy-3-(methylsulfonylamino)phenyl)-4'-(trifluoromethyl)-[1,1'-biphenyl]-4-carboxamide FCCCOC1=C(C=CC(=C1)C(=O)NC1=CC(=C(C=C1)O)NS(=O)(=O)C)C1=CC=C(C=C1)C(F)(F)F